diisodecyl-cyclohexane-1,3-dicarboxylic acid C(CCCCCCC(C)C)C1C(CCCC1C(=O)O)(C(=O)O)CCCCCCCC(C)C